F[C@@H](C1=CC2=C(SC(=C2)C(=O)O)C=C1)P(=O)(OC1=CC=CC=C1)N[C@H](C(OCCC)=O)COC 5-((1R)-fluoro((((S)-3-methoxy-1-oxo-1-propoxypropan-2-yl)amino)(phenoxy)phosphoryl)methyl)benzo[b]thiophene-2-carboxylic acid